O=C1NC(CCC1NC(=O)C1=CC=C(C=C1)N1CCN(CC1)CC(=O)N1CCC(CC1)NC(OCCCC)=O)=O butyl (1-(2-(4-(4-((2,6-dioxopiperidin-3-yl)carbamoyl)phenyl)piperazin-1-yl)acetyl)piperidin-4-yl)carbamate